(trifluoromethoxy)ethane-1-ol FC(OC(C)O)(F)F